3-methyl-1-phenylpiperazine CC1CN(CCN1)C1=CC=CC=C1